9-(2,6-Dimethyl-4-prop-1-ynyl-phenyl)-8-hydroxy-3-azaspiro[5.5]undec-4,8-dien-10-one hydrochloride Cl.CC1=C(C(=CC(=C1)C#CC)C)C1=C(CC2(C=CNCC2)CC1=O)O